9-((5-(3-((tert-butoxycarbonyl)amino)-3-(2,2-difluoro-1-hydroxyethyl)piperidin-1-yl)-2-(2,5-difluoro-4-methoxyphenyl)pyridin-4-yl)methyl)-9H-purin C(C)(C)(C)OC(=O)NC1(CN(CCC1)C=1C(=CC(=NC1)C1=C(C=C(C(=C1)F)OC)F)CN1C2=NC=NC=C2N=C1)C(C(F)F)O